(4r,5s)-methyl-5-(2,6-dichlorophenyl)-2,2-diethyl-1,3-dioxolane-4-carboxylate COC(=O)[C@@H]1OC(O[C@H]1C1=C(C=CC=C1Cl)Cl)(CC)CC